4-(3-fluoropyridin-4-yl)-2-(morpholin-4-yl)-8-(1H-pyrazol-5-yl)-1,7-naphthyridine FC=1C=NC=CC1C1=CC(=NC2=C(N=CC=C12)C1=CC=NN1)N1CCOCC1